5-(2-amino-5-(trifluoromethyl)benzamido)nicotinamide NC1=C(C(=O)NC=2C=NC=C(C(=O)N)C2)C=C(C=C1)C(F)(F)F